N[C@H]1C[C@H](CC1)C(=O)N1CCC(CC1)N1N=CC(=C1)C=1C=C(C=2N(C1)N=CC2C#N)OC 6-(1-(1-((1S,3R)-3-aminocyclopentane-1-carbonyl)piperidin-4-yl)-1H-pyrazol-4-yl)-4-methoxypyrazolo[1,5-a]pyridine-3-carbonitrile